Methyl 4-(methylamino)imidazo[1,5-a]quinoxaline-8-carboxylate CNC=1C=2N(C3=CC(=CC=C3N1)C(=O)OC)C=NC2